N-(3-chloro-4-(chloromethyl)phenyl)-1-(4-fluorophenyl)-3-methyl-1H-pyrazole-4-carboxamide ClC=1C=C(C=CC1CCl)NC(=O)C=1C(=NN(C1)C1=CC=C(C=C1)F)C